CC=1SC=CC1S 2-methyl-3-mercaptothiophene